NC=1C(=C2C(=NC1C#N)N(C=N2)CC(F)(F)F)Br 6-amino-7-bromo-3-(2,2,2-trifluoroethyl)imidazo[4,5-b]pyridine-5-carbonitrile